ClC=1C(=NC(=NC1)NC1=CC=C(C=C1)CN1CCNCC1)NC1=C(C#N)C(=CC=C1)OCC1=C(C=CC=C1)F 2-((5-chloro-2-((4-(piperazin-1-ylmethyl)phenyl)amino)pyrimidin-4-yl)amino)-6-((2-fluorobenzyl)oxy)benzonitrile